dipropylene glycol monoethyl ether butyrate C(CCC)(=O)OCC(OCC(C)OCC)C